6-ethynyl-2-azaspiro[3.3]heptane-2-carboxylic acid tert-butyl ester C(C)(C)(C)OC(=O)N1CC2(C1)CC(C2)C#C